C(C1=CC=CC=C1)C1=C2N(C=C(N1)C1=CC=CC=C1)C(C(=N2)CC=2OC(=CC2)C2CC2)=O 8-benzyl-2-((5-cyclopropylfuran-2-yl)methyl)-6-phenylimidazo[1,2-a]pyrazin-3(7H)-one